6-Fluoro-7-methoxy-9-(2-(3-methoxypyrrolidin-1-yl)ethyl)-1-(trifluoromethyl)-9H-pyrido[3,4-b]indole Hydrochloride Salt Cl.FC=1C=C2C3=C(N(C2=CC1OC)CCN1CC(CC1)OC)C(=NC=C3)C(F)(F)F